FC=1C=C2C(=C(NC2=C(C1)F)C1=CC=C(C=C1)F)C(CCC1(CCC1)O)=O 1-[5,7-difluoro-2-(4-fluorophenyl)-1H-indol-3-yl]-3-(1-hydroxycyclobutyl)propan-1-one